C(C)(C)(C)OC(=O)N1C(COCC1)C1=C(C=CC(=C1)Cl)COCC=C (2-((allyloxy)methyl)-5-chlorophenyl)morpholine-4-carboxylic acid tert-butyl ester